C(CCC)OC1=C(C=NC2=CC(=CC=C12)Cl)C(C(F)(F)F)O 1-(4-butoxy-7-chloroquinolin-3-yl)-2,2,2-trifluoroethanol